3-[5-(benzhydrylideneamino)-2-oxo-benzo[cd]indol-1-yl]piperidine-2,6-dione C(C1=CC=CC=C1)(C1=CC=CC=C1)=NC=1C=CC=2C(N(C3=CC=CC1C23)C2C(NC(CC2)=O)=O)=O